ClC=1C=C(C=CC1F)C(=O)[C@@H]1[C@H](C1)C(=O)O (1S,2S)-2-[(3-Chloro-4-fluorophenyl)carbonyl]cyclopropane-1-carboxylic acid